O=C(C=CC1=C(C=C(C(=C1)C(C)C(=C)C)O)OC)C1=CC=C(C=C1)[O-].C(C)OC1=C(C=C2C=CN=C(C2=C1)OC[C@H]1NC([C@H]([C@H]1CC)F)=O)C(=O)N 7-ethoxy-1-{[(2s,3s,4s)-3-ethyl-4-fluoro-5-oxopyrrolidin-2-yl]methoxy}isoquinoline-6-carboxamide 4-{1-oxo-3-[4-hydroxy-2-methoxy-5-(3-methylbut-3-en-2-yl)phenyl]prop-2-enyl}phenolate